2-aminoethyl-5-trifluoromethyl-pyridine NCCC1=NC=C(C=C1)C(F)(F)F